methyl 3-iodo-4-(((1-tosyl-1H-pyrazol-3-yl)methyl)thio)benzoate Methyl-4-(((1H-pyrazol-3-yl)methyl)thio)-3-iodobenzoate COC(C1=CC(=C(C=C1)SCC1=NNC=C1)I)=O.IC=1C=C(C(=O)OC)C=CC1SCC1=NN(C=C1)S(=O)(=O)C1=CC=C(C)C=C1